BUTYRYL-CHOLINE BUTYLTRIPHENYLBORATE C(CCC)[B-](C1=CC=CC=C1)(C1=CC=CC=C1)C1=CC=CC=C1.C(CCC)(=O)OCC[N+](C)(C)C